(S)-N-(1-((3-chloropyridin-2-yl)oxy)propan-2-yl)-5-chloro-6-ethylpyrimidin-4-amine ClC=1C(=NC=CC1)OC[C@H](C)NC1=NC=NC(=C1Cl)CC